tert-butyl 6-[4-[4-[(2,6-dioxo-3-piperidyl)amino]-2-fluoro-phenyl]piperazin-1-yl]-2-azaspiro[3.3]heptane-2-carboxylate O=C1NC(CCC1NC1=CC(=C(C=C1)N1CCN(CC1)C1CC2(CN(C2)C(=O)OC(C)(C)C)C1)F)=O